NC([C@@H](C1=CC=CC=C1)NC(=O)N1[C@H](C(NC2=C(C1)C=CC=C2)=O)[C@@H](C)CC)=O (S)-N-((R)-2-amino-2-oxo-1-phenylethyl)-3-((S)-sec-butyl)-2-oxo-1,2,3,5-tetrahydro-4H-benzo[e][1,4]diazepine-4-carboxamide